phenyl (pyridin-2-ylmethyl)carbamate N1=C(C=CC=C1)CNC(OC1=CC=CC=C1)=O